NC1=NC2=CC=C(C=C2C=C1C)C(=O)N(CC1=NC=C(C=C1)C(F)(F)F)[C@H](C)C1=NC(=CC=C1)C#N 2-amino-N-((1R)-1-(6-cyano-2-pyridinyl)ethyl)-3-methyl-N-((5-(trifluoromethyl)-2-pyridinyl)methyl)-6-quinolinecarboxamide